[(2R,6R)-4-{5-[(2,6-dichlorophenyl)methoxy]pyrimidin-2-yl}-6-(trifluoromethyl)morpholin-2-yl]methanol ClC1=C(C(=CC=C1)Cl)COC=1C=NC(=NC1)N1C[C@@H](O[C@H](C1)C(F)(F)F)CO